FC1=C(C=CC(=C1C)OC=1C=C2C(=NC1)N(C=N2)C)NC=2C1=C(N=CN2)C=CC(=N1)N1[C@H]2CCN([C@@H](C1)C2)C(C=C)=O 1-((1R,5S)-6-(4-((2-fluoro-3-methyl-4-((3-methyl-3H-imidazo[4,5-b]pyridin-6-yl)oxy)phenyl)amino)pyrido[3,2-d]pyrimidin-6-yl)-2,6-diazabicyclo[3.2.1]octan-2-yl)prop-2-en-1-one